C1N(CCC12CNCC2)C2=NC=NC=C2OC2=C(C(=O)N(C)C(C)C)C=C(C=C2)F ((4-(2,7-diazaspiro[4.4]non-2-yl)pyrimidin-5-yl)oxy)-5-fluoro-N-isopropyl-N-methylbenzamide